4-hydroxy-L-phenylalanine OC1=CC=C(C[C@H](N)C(=O)O)C=C1